ethyl (2E)-2-acetyl-3-ethoxy-2-propenoate C(C)(=O)/C(/C(=O)OCC)=C\OCC